C(C)OCCOC1=CC=C(C=N1)C1=NC(=C2C(=N1)N(N=C2)C2=CC=CC=C2)NC(=O)C=2SC(=CC2)[N+](=O)[O-] N-(6-(6-(2-ethoxyethoxy)pyridin-3-yl)-1-phenyl-1H-pyrazolo[3,4-d]pyrimidin-4-yl)-5-nitrothiophene-2-carboxamide